ClC=1N=C(C2=C(N1)C(=CS2)C2=C(C=NN2C(C)C)Cl)N2[C@@H](COCC2)C (R)-4-(2-Chloro-7-(4-chloro-1-isopropyl-1H-pyrazol-5-yl)thieno[3,2-d]pyrimidin-4-yl)-3-methylmorpholine